O1C(=CC=C1C=1N=NN(C1)C=1C(=C(C(=O)O)C=CC1)C(F)(F)F)C=1N=NN(C1)C=1C(=C(C(=O)O)C=CC1)C(F)(F)F 4'-(furan-2,5-diyl-bis(1H-1,2,3-triazole-4,1-diyl))bis(2-(trifluoromethyl)benzoic acid)